[N+](=O)([O-])C=1C=CC(=C(C1)NC(C1=CC=C(C=C1)C1=CC=CC=C1)=O)NC1=CC=C(C=C1)[N+](=O)[O-] N-(5-nitro-2-((4-nitrophenyl)amino)phenyl)-4-phenylbenzamide